benzyl 6-hydroxy-4,4-dimethyl-hexanoate OCCC(CCC(=O)OCC1=CC=CC=C1)(C)C